C(C)C1(CN2C(CO1)=CC(=N2)C2=NC=C(C=C2)F)C 6-ethyl-2-(5-fluoropyridin-2-yl)-6-methyl-6,7-dihydro-4H-pyrazolo[5,1-c][1,4]oxazine